C(C)N(C(=O)C=1N=C(C=2N(C1)C=CN2)C)C2=CC(=C(C=C2)F)OC N-ethyl-N-(4-fluoro-3-methoxy-phenyl)-8-methyl-imidazo[1,2-a]pyrazine-6-carboxamide